CNC=1C2=C(N=CN1)N(C=C2)C2C(C(C(C2)[C@H]2[C@H](C2)CCCNCCC2=CC=CC=C2)O)O 3-(4-(methylamino)-7H-pyrrolo[2,3-d]pyrimidin-7-yl)-5-((1R,2S)-2-(3-(phenethylamino)propyl)cyclopropyl)cyclopentane-1,2-diol